O1C(CCC1)C(C)(C)C1OCCC1 2,2-bis(2-tetrahydrofuryl)propane